(3R)-3-amino-5-[(4-chlorophenyl)methyl]-8-fluoro-7-[5-(1-methylcyclopropyl)-1,3,4-oxadiazol-2-yl]-1,1-dioxo-2,3-dihydro-1lambda6,5-benzothiazepin-4-one N[C@H]1CS(C2=C(N(C1=O)CC1=CC=C(C=C1)Cl)C=C(C(=C2)F)C=2OC(=NN2)C2(CC2)C)(=O)=O